NCC1=CC=C(C=C1)N1[13CH]=NCC1 p-aminomethylphenylimidazoline-13C